N1=C(SC2=C1C1=C(C=C2)OC2=C1C=CCC2)N2C(N[C@H]1[C@@H]2CN(CC1)C(=O)OC(C)(C)C)=O tert-Butyl cis-3-(7,8-dihydrobenzofuro[3,2-e][1,3]benzothiazol-2-yl)-2-oxooctahydro-5H-imidazo[4,5-c]pyridine-5-carboxylate